ethyl 4-[([4-[1-methyl-4-(trifluoromethyl)-1H-imidazol-2-yl]phenyl]methyl)amino]-2-[2-(propan-2-yl)phenyl]pyrimidine-5-carboxylate CN1C(=NC(=C1)C(F)(F)F)C1=CC=C(C=C1)CNC1=NC(=NC=C1C(=O)OCC)C1=C(C=CC=C1)C(C)C